[Na].CC1(C(C1)(C(=O)O)C)C(=O)O 1,2-dimethylcyclopropane-1,2-dicarboxylic acid sodium